(((((2R,3S,4R,5R)-5-(6-chloro-4-(methoxyamino)-1H-pyrazolo[3,4-d]pyrimidin-1-yl)-3,4-dihydroxytetrahydrofuran-2-yl)methoxy)(hydroxy)phosphoryl)methyl)phosphonic acid ClC1=NC(=C2C(=N1)N(N=C2)[C@H]2[C@@H]([C@@H]([C@H](O2)COP(=O)(O)CP(O)(O)=O)O)O)NOC